N(CCC1=CC(O)=C(O)C=C1)[2H] dopamine-d